2-chloro-5-ethynylpyrimidine ClC1=NC=C(C=N1)C#C